N-[(2E)-3-[(3-fluoro-4-methoxyphenyl)(imino)oxo-λ6-sulfanyl]prop-2-en-1-yl]-6-methyl-3-oxo-2,3-dihydropyridazine-4-carboxamide FC=1C=C(C=CC1OC)S(/C=C/CNC(=O)C=1C(NN=C(C1)C)=O)(=O)=N